CN1N=C(C=C1)C1=CN=C2C=CC(=NC2=C1)C=1C(=NNC1)C1=NC(=CC=C1)C 7-(1-methylpyrazol-3-yl)-2-[3-(6-methyl-2-pyridyl)-1H-pyrazol-4-yl]-1,5-naphthyridine